C(C)(C)N(P(OCCC#N)OCC1=CC(=CC=C1)N1C2=NC=NC(=C2N=C1)C=C)C(C)C 2-cyanoethyl (3-(6-vinyl-9H-purin-9-yl)benzyl) diisopropylphosphoramidite